C(C)N1C=NC=2C=CC=3C=NC(=NC3C21)S(=O)C 1-ethyl-8-(methylsulfinyl)-1H-imidazo[4,5-H]quinazoline